CC1C=2C(CN(C1)C(=O)OC(C)(C)C)=CNN2 tert-butyl 7-methyl-2,4,6,7-tetrahydropyrazolo[4,3-c]pyridine-5-carboxylate